1,4-dichloroimidazole ClN1C=NC(=C1)Cl